CN(C(/C=C/CC[C@@H](C(NC1=NC=CN(C1=O)CC=1NC2=C(C=C(C=C2C1)F)CC(C)(C)C)=O)OC(N(C)C)=O)=O)C [(E,1S)-6-(Dimethylamino)-1-[[4-[[7-(2,2-dimethylpropyl)-5-fluoro-1H-indol-2-yl]methyl]-3-oxo-pyrazin-2-yl]carbamoyl]-6-oxo-hex-4-enyl]N,N-dimethylcarbamat